tert-butyl 2-((3-(3-butylbenzyl)-1,2,4-oxadiazol-5-yl)methyl)acrylate C(CCC)C=1C=C(CC2=NOC(=N2)CC(C(=O)OC(C)(C)C)=C)C=CC1